1-(3-((4-((4-bromo-3-chlorophenyl)amino)-pyrido[3,2-d]pyrimidin-6-yl)oxy)azetidin-1-yl)prop-2-en-1-one BrC1=C(C=C(C=C1)NC=1C2=C(N=CN1)C=CC(=N2)OC2CN(C2)C(C=C)=O)Cl